CN(CCN(C1=CC(=C(C=C1[N+](=O)[O-])NC(=N)N)OC)C)C (4-((2-(dimethylamino)ethyl)(methyl)amino)-2-methoxy-5-nitrophenyl)guanidine